C(#N)C1=CC=2C(=CN=C(C2)NC(OC(C)(C)C)=O)O1 tert-butyl (2-cyanofuro[2,3-c]pyridin-5-yl)carbamate